[N+](=O)([O-])C=1C=C(C=CC1)S(=O)(=O)Cl 3-nitrophenylsulfonyl chloride